C(C)C=1C=CC(N(C1)C=1C=C2CCC(NC2=CC1)=O)F 5-ethyl-2-fluoro-N-(2-oxo-3,4-dihydro-1H-quinolin-6-yl)pyridine